S1C(=NC2=C1C=CC=C2)C(CC2=CC(=CC=C2)C#N)NS(=O)(=O)C=2C=C(C=CC2)C2OCCC(C2)C(=O)N [3-[[1-(1,3-benzothiazol-2-yl)-2-(3-cyanophenyl)ethyl]sulfamoyl]phenyl]tetrahydropyran-4-carboxamide